C(C)(=O)NC=1C=C(C=C(C1)C(F)(F)F)NC(=O)[N-]C1=C[N+](=NO1)CC1=CC=C(C=C1)C=1C(=NC(=NC1)OC)C ((3-Acetamido-5-(trifluoromethyl)phenyl)-carbamoyl)(3-(4-(2-methoxy-4-methylpyrimidin-5-yl)benzyl)-1,2,3-oxadiazol-3-ium-5-yl)amide